triethanolamine nickel(II) [Ni+2].N(CCO)(CCO)CCO